tert-butyl (tert-butoxycarbonyl)(7-(3,5-difluoro-6-(1-(1-(4-fluorophenyl)propyl)-1H-pyrazol-4-yl)pyridin-2-yl)-[1,2,4]triazolo[1,5-a]pyridin-2-yl)carbamate C(C)(C)(C)OC(=O)N(C(OC(C)(C)C)=O)C1=NN2C(C=C(C=C2)C2=NC(=C(C=C2F)F)C=2C=NN(C2)C(CC)C2=CC=C(C=C2)F)=N1